ClC=1C=C(C=CC1Cl)N1N=C(CC1)NC(CCCC(=O)OC)=O methyl 5-((1-(3,4-dichlorophenyl)-4,5-dihydro-1H-pyrazol-3-yl)amino)-5-oxopentanoate